FC1(CN(CC1(C)C)C1=CC(=NC=2N1N=CN2)C=2C(NC(NC2)=O)=O)F 5-(7-(3,3-difluoro-4,4-dimethylpyrrolidin-1-yl)-[1,2,4]triazolo[1,5-a]pyrimidin-5-yl)pyrimidine-2,4(1H,3H)-dione